C[C@H]1N(C[C@@H](N(C1)C(=O)OC(C)(C)C)C1=CC=CC=C1)C(=O)C1(CC1)C(F)(F)F (2S,5R)-tert-butyl 5-methyl-2-phenyl-4-(1-(trifluoromethyl)cyclopropanecarbonyl)piperazine-1-carboxylate